[Pd].[Pd].C(C1=CC=CC=C1)CC(C)=O benzyl-acetone dipalladium